C1(CC1)CCNC(=O)C=1C=NC2=CC=C(C=C2C1NCC(F)F)C=1C=NNC1 N-(2-cyclopropylethyl)-4-((2,2-difluoroethyl)amino)-6-(1H-pyrazol-4-yl)quinoline-3-carboxamide